C(C)(=O)O[C@@H]1CC[C@H](CC1)C(C)(C)C trans-4-(2-methyl-2-propanyl)cyclohexyl acetate